BrC1=CSC=2C1=NC(=CC2N2CCCC2)Cl 1-{3-bromo-5-chlorothieno[3,2-b]pyridin-7-yl}pyrrolidine